tert-Butyl (2-acrylamidophenyl)carbamate C(C=C)(=O)NC1=C(C=CC=C1)NC(OC(C)(C)C)=O